2-(3-(1-carboxy-5-[(6-fluoropyridine-3-carbonyl)-amino]-pentyl)-ureido)-glutaric acid C(=O)(O)C(CCCCNC(=O)C=1C=NC(=CC1)F)NC(NC(C(=O)O)CCC(=O)O)=O